trithiocyanate trisodium salt [Na+].[Na+].[Na+].[S-]C#N.[S-]C#N.[S-]C#N